FC(C(C(F)(F)OCC=C)(F)F)CC(F)(F)F octafluoropentylallyl ether